FC1=CC(=C(C=C1)O)OC 4-fluoro-2-meth-oxyphenol